3-(pyridin-3-yl)-7-azaindole N1=CC(=CC=C1)C1=CNC2=NC=CC=C12